NC1=NN(C2=C1N=C(N=C2)N2[C@@H](CN(CC2)S(=O)(=O)C)CC2=CC=CC=C2)C=2C(=C(C(=C(C2)C(F)(F)F)F)O)F (R)-3-(3-Amino-5-(2-benzyl-4-(methylsulfonyl)piperazin-1-yl)-1H-pyrazolo[4,3-d]pyrimidin-1-yl)-2,6-difluoro-5-(trifluoromethyl)phenol